N-(2-aminoethyl)-3-aminopropylmethyldimethoxysilan NCCNCCC[Si](OC)(OC)C